N1N(C=CC=C1)CC(=O)N Pyridazin-2-yl-acetamide